(2-[2-(1-pyrrolidinyl)ethoxy]ethyl)-N-methylamine N1(CCCC1)CCOCCNC